5-(5,6-dimethylpyrazin-2-yl)-3-(1-isopropyl-1H-benzo[d][1,2,3]triazol-5-yl)-1,2,4-oxadiazole CC=1N=CC(=NC1C)C1=NC(=NO1)C1=CC2=C(N(N=N2)C(C)C)C=C1